FC(C)(F)C=1N=CN(C(C1OC=1C=C(C#N)C=C(C1)C(F)F)=O)CC1=C(N=C(NC1=O)C)C 3-((4-(1,1-difluoroethyl)-1-((2,4-dimethyl-6-oxo-1,6-dihydropyrimidin-5-yl)methyl)-6-oxo-1,6-dihydropyrimidin-5-yl)oxy)-5-(difluoromethyl)benzonitrile